1-[3-(7-chloro-1H-indazol-6-yl)-5-hydroxymethyl-1H-pyrazolo[3,4-b]pyrazin-6-yl]-N-(3-methoxyphenyl)-4-methylpiperidine-4-carboximidamide ClC=1C(=CC=C2C=NNC12)C1=NNC2=NC(=C(N=C21)CO)N2CCC(CC2)(C(NC2=CC(=CC=C2)OC)=N)C